10-Methyl-12-azatricyclo[6.3.1.02,7]dodeca-2,4,6-triene hydrochloride Cl.CC1CC2C3=CC=CC=C3C(C1)N2